(dimethylamino)diethyl-(3-vinylphenyl)silane Gallium(III) nitrate [N+](=O)([O-])[O-].[Ga+3].CN(C)[Si](C1=CC(=CC=C1)C=C)(CC)CC.[N+](=O)([O-])[O-].[N+](=O)([O-])[O-]